CC1CC(C1)NCC(O)C=1C=NC=CC1 α-[[(3-Methylcyclobutyl)amino]methyl]-3-pyridinemethanol